CN1CC(CC1)C1=CC=2C(=NC=CC2NC=2C=CC3=C(N=CS3)C2)S1 N-(2-(1-methylpyrrolidin-3-yl)thieno[2,3-b]pyridin-4-yl)-benzo[d]-thiazol-5-amine